t-butoxycarbonyl-L-alanine C(C)(C)(C)OC(=O)N[C@@H](C)C(=O)O